CN1C=CNC1=S The molecule is a member of the class of imidazoles that it imidazole-2-thione in which a methyl group replaces the hydrogen which is attached to a nitrogen. It has a role as an antithyroid drug.